3-((3,3,4,4,5,5-hexafluorohexyl)oxy)-4-(1-(trifluoromethyl)-1,2,5,6-tetrahydropyridin-3-yl)-1,2,5-thiadiazole FC(CCOC1=NSN=C1C=1CN(CCC1)C(F)(F)F)(C(C(C)(F)F)(F)F)F